Zinc-Gallium [Ga].[Zn]